(2-(3-(difluoromethyl)-5-methoxyphenylamino)-5-methylpyrimidin-4-ylamino)benzo[d]oxazol-2(3H)-one FC(C=1C=C(C=C(C1)OC)NC1=NC=C(C(=N1)NN1C(OC2=C1C=CC=C2)=O)C)F